O1C(=NC2=C1C=CC=C2)C2=C(C(N(C(=N2)C2=NC1=C(N2C2CCC2)CCCC1)C)=O)OC 6-(1,3-benzoxazol-2-yl)-2-(1-cyclobutyl-4,5,6,7-tetrahydro-1,3-benzodiazol-2-yl)-5-methoxy-3-methylpyrimidin-4-one